2-(2-aminothiazol-5-yl)-2,8-diazaspiro[4.5]decane-8-carboxylic acid tert-butyl ester C(C)(C)(C)OC(=O)N1CCC2(CCN(C2)C2=CN=C(S2)N)CC1